benzyl 6-[4-(1,4-dioxaspiro[4.5]decan-8-yl)-1-piperidyl]-2-azaspiro[3.3]heptane-2-carboxylate O1CCOC12CCC(CC2)C2CCN(CC2)C2CC1(CN(C1)C(=O)OCC1=CC=CC=C1)C2